C(CCCCC(=O)O)(=O)O.C(CCCCCC)C(C(=O)O)CCCCCCCCC.C(CCCCCC)C(C(=O)O)CCCCCCCCC di(2-heptyl undecanoate) adipate